ClC=1C=CC(=C(C1)NC(CNC1=C(C=CC=C1)S(NC1=NC=C(C=C1)F)(=O)=O)=O)OC N-(5-CHLORO-2-METHOXYPHENYL)-2-({2-[(5-FLUOROPYRIDIN-2-YL)SULFAMOYL]PHENYL}AMINO)ACETAMIDE